N-(6-(3-((1-(tetrahydro-2H-pyran-2-yl)-1H-indazol-5-yl)amino)-1H-indazol-1-yl)pyridin-2-yl)-1-((2-(trimethylsilyl)ethoxy)methyl)-1H-imidazole-4-carboxamide O1C(CCCC1)N1N=CC2=CC(=CC=C12)NC1=NN(C2=CC=CC=C12)C1=CC=CC(=N1)NC(=O)C=1N=CN(C1)COCC[Si](C)(C)C